N(=[N+]=[N-])CCCCCCN1N=CC=C1C(=O)O 2-(6-azidohexyl)pyrazole-3-carboxylic acid